C1(CC1)N1C=CC2=C(C=C(C=C12)N1C(C=2C=CC(=NC2C(=C1)C(=O)N1CCC(CC1)F)OC)=O)F 6-(1-cyclopropyl-4-fluoro-1H-indol-6-yl)-8-(4-fluoropiperidine-1-carbonyl)-2-methoxy-1,6-naphthyridin-5(6H)-one